(1S,4R)-5-(6-chloro-2-methoxypyrimidin-4-yl)-4-(hydroxymethyl)-2-((1-methyl-1H-pyrazol-3-yl)methyl)-2,5-diazabicyclo[2.2.1]heptan-3-one ClC1=CC(=NC(=N1)OC)N1[C@@]2(C(N([C@H](C1)C2)CC2=NN(C=C2)C)=O)CO